C1(CC1)C1=C(CC2CC3(CN(C3)C(=O)C3CC(C3)(C)O)C2)C=CC=C1C (6-(2-Cyclopropyl-3-methylbenzyl)-2-azaspiro[3.3]heptan-2-yl)((1s,3s)-3-hydroxy-3-methylcyclobutyl)methanon